N1[SH2](C2=CC(=CC=C2)[N+](=O)[O-])(C)C1=O imino(methyl)(3-nitrophenyl)-lambda6-Thioketone